9-[(6-chloro-3-pyridyl)methyl]-2-[methyl(propyl)phosphoryl]purin-6-amine ClC1=CC=C(C=N1)CN1C2=NC(=NC(=C2N=C1)N)P(=O)(CCC)C